4-{6-chloro-3-fluoroimidazo[1,2-a]pyridin-8-yl}morpholine ClC=1C=C(C=2N(C1)C(=CN2)F)N2CCOCC2